β-methacryloyloxyethyl-dimethoxy-methyl-silane C(C(=C)C)(=O)OCC[Si](C)(OC)OC